(S)-N-cyclohexyl-4-(N-(1-(3,4-dichlorophenyl)-2-(dimethylamino)ethyl)sulfamoyl)benzamide C1(CCCCC1)NC(C1=CC=C(C=C1)S(N[C@H](CN(C)C)C1=CC(=C(C=C1)Cl)Cl)(=O)=O)=O